C1(CC1)N1C=C(C=2N=C(N=CC21)SCCC(=O)OCC(CCCC)CC)N2CC(CCC2)(F)F 2-ethylhexyl 3-((5-cyclopropyl-7-(3,3-difluoropiperidin-1-yl)-5H-pyrrolo[3,2-d]pyrimidin-2-yl)thio)propionate